(2R,6S)-2-(4-Chloro-3-(trifluoromethoxy)phenyl)-6-hydroxy-6-methyl-2-methylamino-cyclohexane ClC1=C(C=C(C=C1)[C@@]1(C[C@@](CCC1)(C)O)NC)OC(F)(F)F